C1(=CCCC1)C=1C(=C(C=NC1C)C(=O)NC1=CC(=C(C=C1)OC1=CC=NC2=CC(=C(N=C12)OC)OCCOC)F)O 5-(cyclopenten-1-yl)-N-[3-fluoro-4-[[6-methoxy-7-(2-methoxyethoxy)-1,5-naphthyridin-4-yl]oxy]phenyl]-4-hydroxy-6-methylpyridine-3-carboxamide